FC=1C=C(C=CC1)CC(=O)NC=1C(=NC(=C(C1)C)N1CCOCCC1)N1C[C@@H](CC1)F 2-(3-fluorophenyl)-N-[2-[(3R)-3-fluoropyrrolidin-1-yl]-5-methyl-6-(1,4-oxazepan-4-yl)-3-pyridyl]acetamide